C(C)C(O[C@@H](CN1C2=NC=NC(=C2N=C1)N)C)(P(=O)(O)O)CC (R)-9-[2-(diethyl-phosphonomethoxy)propyl]Adenine